Cl.N1=C(C=CC=C1)SSCCN 2-(pyridin-2-yl-disulfanyl)ethylamine hydrochloride